C(CCCCCCC\C=C/CCCCCCCC)(=O)OCCCCCCOC(CCCCCCC\C=C/CCCCCCCC)=O.[Ti] Titanium hexylene dioleate